C(C)(C)N1C(N(C=2N=NC=3C=CC(=CC3C21)C=2C=NC(=CC2)C(C(F)(F)F)OCCN2CC(CC2)C)C)=O 1-isopropyl-3-methyl-8-(6-(2,2,2-trifluoro-1-(2-(3-methylpyrrolidin-1-yl)ethoxy)ethyl)pyridin-3-yl)-1,3-dihydro-2H-imidazo[4,5-c]cinnolin-2-one